1-(4-(4-amino-1-cyclopropyl-1H-pyrrolo[3,2-c]pyridin-3-yl)-2-fluorophenyl)-3-(4-((4-methylpiperazin-1-yl)methyl)-3-(trifluoromethyl)phenyl)urea NC1=NC=CC2=C1C(=CN2C2CC2)C2=CC(=C(C=C2)NC(=O)NC2=CC(=C(C=C2)CN2CCN(CC2)C)C(F)(F)F)F